ClC=1C=CC(=NC1)NC(C(=O)O)=O 2-{(5-chloropyridin-2-yl)amino}-2-oxoacetic acid